methyl-3-benzoyl-phenylacetic acid CC(C(=O)O)C1=CC(=CC=C1)C(C1=CC=CC=C1)=O